1-(5-(Trifluoromethyl)pyridin-2-yl)pyrrolo[1,2-a]pyrazine-3-carboxamide FC(C=1C=CC(=NC1)C=1C=2N(C=C(N1)C(=O)N)C=CC2)(F)F